tert-butyl (2-((3-hydroxypropyl)amino)ethyl)(methyl)carbamate OCCCNCCN(C(OC(C)(C)C)=O)C